7-[2-(tert-butoxycarbonylamino)ethyl]-2-chloro-5-(o-methylphenyl)pyrrolo[2,3-d]pyrimidine-6-carboxylic acid C(C)(C)(C)OC(=O)NCCN1C(=C(C2=C1N=C(N=C2)Cl)C2=C(C=CC=C2)C)C(=O)O